4-(4-bromophenyl)piperidine hydrogen chloride salt Cl.BrC1=CC=C(C=C1)C1CCNCC1